C[C@@H]1CN(C[C@H](N1)C)[C@@H](C(=O)NC=1C=CC=C2C(=CNC12)C1=NC(=NC=C1C)NC1=C(C(=CC=C1)S(=O)(=O)C)F)CC (R)-2-((3R,5R)-3,5-dimethylpiperazin-1-yl)-N-(3-(2-((2-fluoro-3-(methylsulfonyl)phenyl)amino)-5-methylpyrimidin-4-yl)-1H-indol-7-yl)butanamide